ClC1=C(C=CC(=C1)CN(C(OC(C)(C)C)=O)CCC(=O)NCCC(OCC)OCC)C1=CC=CC=C1 tert-butyl ((2-chloro-[1,1'-biphenyl]-4-yl)methyl)(3-((3,3-diethoxypropyl)amino)-3-oxopropyl)carbamate